CC1(C(C(CCC1)C)CCC(CCC)O)C 1-(2,2,6-trimethyl-cyclohexyl)-3-hexanol